(3S)-N-methyl-1-(3-pyridazin-3-yl-1H-pyrrolo[2,3-b]pyridin-4-yl)piperidin-3-amine CN[C@@H]1CN(CCC1)C1=C2C(=NC=C1)NC=C2C=2N=NC=CC2